CC(C=O)COC1C(=C(CC1)C)CCCCC (+-)-2-methyl-3-[(3-methyl-2-pentyl-2-cyclopenten-1-yl)oxy]propanal